S(=O)(=O)(ON1C2C=C(CN(C1=O)C2)N2N=CC(=C2)F)[O-].[Na+] sodium (7-oxo-3-(4-fluoropyrazol-1-yl)-1,6-diazabicyclo[3.2.1]oct-3-en-6-yl) sulfate